N-nitrocyanamide [N+](=O)([O-])NC#N